COC1=CC=C(C=C1)C2=NN=C(O2)C(=O)N3CC(C3)OC4=CC=C(C=C4)C[NH+]5CC6(C5)COC6 The molecule is an ammonium ion resulting from the protonation of the tertiary amino group of AZD1979. A melanin concentrating hormone receptor 1 (MCHr1) antagonist. It has a role as a melanin-concentrating hormone receptor antagonist. It is a conjugate acid of an AZD1979.